1-(4-((3-CHLORO-1H-PYRROLO[2,3-B]PYRIDIN-4-YL)OXY)-2-FLUOROPHENYL)-3-(3-CYCLOPROPYL-4-((4-METHYLPIPERAZIN-1-YL)METHYL)PHENYL)UREA ClC1=CNC2=NC=CC(=C21)OC2=CC(=C(C=C2)NC(=O)NC2=CC(=C(C=C2)CN2CCN(CC2)C)C2CC2)F